COC1=C(C2=CC=CC=C2C(=C1)OC1=CC=CC=C1)OC(C=C)=O 2-methoxy-4-phenoxy-1-acryloyloxynaphthalene